19-hydroxymethyl-androstane OCC[C@]12CCCCC1CC[C@H]1[C@@H]3CCC[C@@]3(C)CC[C@H]21